3-(difluoromethyl)-1-methyl-1H-pyrazol-5-amine FC(C1=NN(C(=C1)N)C)F